NC1=NN2C(N=C(C=C2)C=2C=C3CN(C(C3=C(C2)OC(F)(F)F)=O)[C@@H](C)C2CC2)=C1C(=O)N[C@@H](CO)C(C)C 2-amino-5-{2-[(1S)-1-cyclopropylethyl]-1-oxo-7-(trifluoromethoxy)-2,3-dihydro-1H-isoindol-5-yl}-N-[(2R)-1-hydroxy-3-methylbut-2-yl]pyrazolo[1,5-a]pyrimidine-3-carboxamide